3-(5-cyclobutyl-1,3-thiazol-2-yl)-5-[(3S)-tetrahydrofuran-3-ylmethoxy]benzoic acid methyl ester COC(C1=CC(=CC(=C1)OC[C@@H]1COCC1)C=1SC(=CN1)C1CCC1)=O